CC1=CC=C(C=N1)/C=C/CC(=O)NC=1C=CC(=NC1)C(=O)NC1=C(C=C(C=C1)F)N 5-((E)-4-(6-methylpyridin-3-yl)but-3-eneamido)-N-(2-amino-4-fluorophenyl)pyridine-2-carboxamide